tert-butyl 8-((trans)-2-(methoxycarbonyl) cyclopropane-1-carbonyl)-3,8-diazabicyclo[3.2.1]octane-3-carboxylate COC(=O)[C@H]1[C@@H](C1)C(=O)N1C2CN(CC1CC2)C(=O)OC(C)(C)C